(R)-borate B([O-])([O-])[O-]